CC12C(CCO1)C1(C(CC2)C(CCC1)(C)C)C 3a,6,6,9a-tetramethyl-2,4,5,5a,7,8,9,9b-octahydro-1H-benzo[e]benzofuran